N-(4-chloro-1H-indol-6-yl)-5-[1-(propan-2-yl)-1H-pyrazol-4-yl]-1H-1,3-benzodiazol-2-amine ClC1=C2C=CNC2=CC(=C1)NC1=NC2=C(N1)C=CC(=C2)C=2C=NN(C2)C(C)C